5-Methyl-2-(1-methyl-1H-imidazol-2-yl)-6-(1-methyl-1H-pyrazol-3-yl)-4-(5-(trifluoromethyl)-2,3-dihydro-1H-pyrrolo[2,3-b]pyridin-1-yl)pyrrolo[2,1-f][1,2,4]triazine CC=1C(=CN2N=C(N=C(C21)N2CCC=1C2=NC=C(C1)C(F)(F)F)C=1N(C=CN1)C)C1=NN(C=C1)C